1-(3-(6-chloro-7-fluoro-3-(1H-imidazol-1-yl)-5-methoxy-1-methyl-1H-indol-2-yl)-1H-1,2,4-triazol-5-yl)-2-methoxy-N-methylethan-1-amine ClC1=C(C=C2C(=C(N(C2=C1F)C)C1=NNC(=N1)C(COC)NC)N1C=NC=C1)OC